BrCC1=C(C=CC(=C1)OC)F 2-(bromomethyl)-1-fluoro-4-methoxybenzene